BrC=1C(N(N=C(C1)Cl)CC1=CC=C(C=C1)OC)=O 4-Bromo-6-chloro-2-(4-methoxybenzyl)pyridazin-3(2H)-one